(E)-3-(4-hydroxybenzylidene)-2-(4-hydroxyphenyl)-2,3-dihydro-4H-1-benzopyran-4-one OC1=CC=C(\C=C\2/C(OC3=C(C2=O)C=CC=C3)C3=CC=C(C=C3)O)C=C1